Cl.Cl.CNC(=O)C1=NC=C(C=C1)N1CCNCC1 n-methyl-5-(piperazin-1-yl)pyridineamide dihydrochloride